Bis-(2,6-di-tert-butyl-4-methylphenoxy)methylaluminum C(C)(C)(C)C1=C(OC(OC2=C(C=C(C=C2C(C)(C)C)C)C(C)(C)C)[Al])C(=CC(=C1)C)C(C)(C)C